N-phenyl-5-propyl-1,3,4-thiadiazole-2-amine C1(=CC=CC=C1)NC=1SC(=NN1)CCC